(±)-ethyl 2-[4-(3-cyanotetrahydrofuran-3-yl)phenyl]butanoate C(#N)C1(COCC1)C1=CC=C(C=C1)C(C(=O)OCC)CC